C(C)(C)(C)OC(=O)N1C[C@@H](C[C@@H]1C)OC=1N=C2N(C=CC=N2)C1C(=O)O 2-(((3R,5S)-1-(tert-butoxycarbonyl)-5-methylpyrrolidin-3-yl)oxy)imidazo[1,2-a]pyrimidine-3-carboxylic acid